2-ethyl-1,3-oxazole-4-carboxylic acid C(C)C=1OC=C(N1)C(=O)O